ClC1=CC(=NC(=C1)C1=C2C(=NC=C1)N(C(C2(C)C)=O)C2OCCCC2)N2[C@@H](CN(CC2)C(=O)OC(C)(C)C)C tert-butyl (3R)-4-[4-chloro-6-(3,3-dimethyl-2-oxo-1-tetrahydropyran-2-yl-pyrrolo[2,3-b]pyridin-4-yl)-2-pyridyl]-3-methyl-piperazine-1-carboxylate